2-Chloro-9-hydroxy-9H-fluorene-9-carboxylic acid ClC1=CC=2C(C3=CC=CC=C3C2C=C1)(C(=O)O)O